SCCC[Si](OCC)(OCC)C γ-mercaptopropyl-Methyldiethoxysilane